5-((2-(4-((3-Chloro-4-(trifluoromethoxy)benzyl)amino)butoxy)ethyl)amino)benzo[c][2,6]naphthyridine-8-carboxamide ClC=1C=C(CNCCCCOCCNC2=NC3=C(C4=CN=CC=C24)C=CC(=C3)C(=O)N)C=CC1OC(F)(F)F